methyl-(4-chlorophenyl)glycine CN(CC(=O)O)C1=CC=C(C=C1)Cl